OC1CN(CCC1N1N=CC(=C1)B1OC(C(O1)(C)C)(C)C)C(=O)OC(C)(C)C tert-butyl 3-hydroxy-4-[4-(4,4,5,5-tetramethyl-1,3,2-dioxaborolan-2-yl)pyrazol-1-yl]piperidine-1-carboxylate